4-[3-[2,6-Dichloro-4-[(7S)-7-methoxy-5-oxa-2-azaspiro[3.4]oct-2-yl]benzoyl]-2,4-dihydro-1,3-benzoxazin-8-yl]-5-fluoro-2-(3-oxa-8-azabicyclo[3.2.1]oct-8-yl)benzoic acid ClC1=C(C(=O)N2COC3=C(C2)C=CC=C3C3=CC(=C(C(=O)O)C=C3F)N3C2COCC3CC2)C(=CC(=C1)N1CC2(C1)OC[C@H](C2)OC)Cl